COC1=CC=C(C=C1)NS(=O)(=O)C1=C(C=CC=C1)NC(=O)NS(=O)(=O)C1=CC=C(C)C=C1 N-(4-Methoxyphenyl)-2-(3-tosylureido)benzenesulfonamide